o-trifluoromethylphenyl-ethylamine FC(C1=C(C=CC=C1)NCC)(F)F